Cl.FC(C)(F)C1=CC=C(N)C=C1 4-(1,1-difluoroethyl)aniline HCl